O[C@@H]1[C@H](CCCC1)NC(=O)C1=CN(C(C=2C=CC=NC12)=O)CC=1C=NC(=CC1)C=1C=NN(C1)C N-((1S,2S)-2-hydroxycyclohexyl)-6-((6-(1-methyl-1H-pyrazol-4-yl)pyridin-3-yl)methyl)-5-oxo-5,6-dihydro-1,6-naphthyridine-8-carboxamide